(E)-3-(3-(2-(1H-indole-2-carbonyl)hydrazino)-3-oxoprop-1-en-1-yl)-1-nonylpyridine N1C(=CC2=CC=CC=C12)C(=O)NNC(/C=C/C=1CN(C=CC1)CCCCCCCCC)=O